C(C)N1C[C@@H](C[C@H](C1)C)OC=1C=C2CN(C(C2=CC1)=O)C1C(NC(CC1)=O)=O 3-(5-(((3r,5r)-1-ethyl-5-methylpiperidin-3-yl)oxy)-1-oxoisoindolin-2-yl)piperidine-2,6-dione